(4-(2-((5-(2-hydroxy-2-methylpropyloxy)benzo[d]thiazol-2-yl)amino)-2-oxoethyl)-2-methoxyphenoxy)pyridine-3-carboxamide OC(COC=1C=CC2=C(N=C(S2)NC(CC2=CC(=C(OC3=NC=CC=C3C(=O)N)C=C2)OC)=O)C1)(C)C